BrC=1C(=NC(=CC1)OC)CBr 3-bromo-2-(bromomethyl)-6-methoxypyridine